[3-(1-chloro-3'-methoxyspiro[adamantane-4,4'-dioxetane]-3'-yl)phenyl] dihydrogen phosphate COC1(C2(C3CC4CC2CC(C4)(C3)Cl)OO1)C5=CC(=CC=C5)OP(=O)(O)O